1-{4-[1-(cyclopropylmethyl)-1H-pyrazol-4-yl]phenyl}methanamine C1(CC1)CN1N=CC(=C1)C1=CC=C(C=C1)CN